FC1=C2C(NC(=NC2=CC(=C1F)N[C@H]1CC[C@H](CC1)C#N)CSC1CCOCC1)=O (cis)-4-((5,6-difluoro-4-oxo-2-(((tetrahydro-2H-pyran-4-yl)thio)methyl)-3,4-dihydroquinazolin-7-yl)amino)cyclohexane-1-carbonitrile